NC(CSC[C@@H]1[C@@H]([C@@H]([C@H]([C@H](O1)OC[C@@H]([C@@H]([C@@H](CCCCCCCCCCCCCC)O)O)NC(CCCCCCCCCCCCCCCCCCCCCCCCC)=O)O)O)O)=O (2S,3S,4R)-1-(6-Deoxy-6-((2-amino-2-oxoethyl)thio)-α-D-galactopyranosyloxy)-2-hexacosanoylamino-3,4-octadecandiol